C(C)(C)(C)NC(C1=CC(C(=O)NC(C)(C)C)=CC=C1)=O N1,N3-Di-tert-butylisophthalamide